1-((S)-oxetan-2-ylmethyl)-1H-benzo[d]imidazole-6-carboxylic acid methyl ester COC(=O)C=1C=CC2=C(N(C=N2)C[C@H]2OCC2)C1